N-(2-(1H-imidazol-1-yl)ethyl)-1-(cyclohexylmethyl)-5-(2,4-difluorophenoxy)-1H-indazole-6-carboxamide N1(C=NC=C1)CCNC(=O)C1=C(C=C2C=NN(C2=C1)CC1CCCCC1)OC1=C(C=C(C=C1)F)F